NCC(CN1N=CN(C1=O)CC=1SC(=CC1)C1=CC(=CC=C1)C1=NNC=C1)=C(F)F 2-[2-(aminomethyl)-3,3-difluoro-allyl]-4-[[5-[3-(1H-pyrazol-3-yl)phenyl]-2-thienyl]methyl]-1,2,4-triazol-3-one